(5R,6R)-5-hydroxy-6-((S)-5H-imidazo[5,1-a]isoindol-5-yl)-5,6,7,8-tetrahydronaphthalene-2-sulfonamide O[C@H]1C=2C=CC(=CC2CC[C@@H]1[C@@H]1N2C(C3=CC=CC=C13)=CN=C2)S(=O)(=O)N